C[Si](C1C(=C(C(=C1C)C)C)C)(C1C(=CC2=C(C=3CCCC3C=C12)[C-]1C=CC=C1)C)C.[CH-]1C=CC=C1.[Fe+2] Dimethyl(4-ferrocenyl-2-methyl-1,5,6,7-tetrahydro-s-indacenyl)(2,3,4,5-tetramethylcyclopentadienyl)silane